ClC=1C=C(C#N)C=C(C1)OC1=C(N=CN(C1=O)CC1=NNC(C(=C1)C(C)O)=O)C(F)(F)F 3-chloro-5-((1-((5-(1-hydroxyethyl)-6-oxo-1,6-dihydropyridazin-3-yl)methyl)-6-oxo-4-(trifluoromethyl)-1,6-dihydropyrimidin-5-yl)oxy)benzonitrile